O[C@@H]1C[C@H]2[C@@]3(CCC([C@@]3(C)CC[C@@H]2[C@]2(CCC(C=C12)=O)C)=O)O 6β,14α-dihydroxyandrost-4-ene-3,17-dione